N-(1-(7-(benzyloxy)-2,3-dihydrobenzofuran-5-yl)-3-methylbutan-2-yl)carboxamide C(C1=CC=CC=C1)OC1=CC(=CC=2CCOC21)CC(C(C)C)NC=O